C1(=CC=CC=C1)C(NC(=O)C=1C(NC(=CC1)C(F)(F)F)=O)C1=CC=C(C=C1)C=1C=NC=NC1 N-(phenyl(4-(pyrimidin-5-yl)phenyl)methyl)-2-oxo-6-(trifluoromethyl)-1,2-dihydropyridine-3-carboxamide